1-(3,3a,4,5,6,6a-hexahydro-1H-cyclopenta[c]pyrrol-2-yl)-3-[[2-(difluoromethoxy)pyridin-4-yl]methyl]urea C1N(CC2C1CCC2)NC(=O)NCC2=CC(=NC=C2)OC(F)F